C1CCC2=CC(=CC=C12)[C@H](C)NC1=NC(N(C(N1)=O)C(C)C)=O (S)-6-((1-(2,3-dihydro-1H-inden-5-yl)ethyl)amino)-3-isopropyl-1,3,5-triazine-2,4(1H,3H)-dione